4-(4-{[2-(4-methoxyphenyl)-1,3-thiazol-4-yl]methyl}piperazin-1-yl)-N,N,6-trimethylpyrimidin-2-amine COC1=CC=C(C=C1)C=1SC=C(N1)CN1CCN(CC1)C1=NC(=NC(=C1)C)N(C)C